N-(3-chloro-1H-indol-5-yl)-2-(4-(4-methylpiperazin-1-yl)phenyl)-3H-imidazo[4,5-b]pyridin-7-amine ClC1=CNC2=CC=C(C=C12)NC1=C2C(=NC=C1)NC(=N2)C2=CC=C(C=C2)N2CCN(CC2)C